CC1(OCCC(C1)N1C[C@@H]2[C@H](C1)CC(C2)NC2=CC=C(N=N2)C2=CC=C(C=C2)NC(C)=O)C N-(4-(6-(((3aR,5s,6aS)-2-(2,2-dimethyltetrahydro-2H-pyran-4-yl)octahydrocyclopenta[c]pyrrol-5-yl)amino)pyridazin-3-yl)phenyl)acetamide